Undec-2,4,6,9-tetraene-9-carboxylic acid CC=CC=CC=CCC(=CC)C(=O)O